ethylene-disodium C(C[Na])[Na]